N[C@H]1[C@@H](CC1)COC1=C(C(=NN1C(C#N)(C)C)C)[N+](=O)[O-] 2-(5-(((1R,2R)-2-aminocyclobutyl)methoxy)-3-methyl-4-nitro-1H-pyrazol-1-yl)-2-methylpropanenitrile